tert-butyl 1-(4-amino-1,2,5-oxadiazol-3-yl)-5-methyl-1,2,3-triazole-4-carboxylate NC=1C(=NON1)N1N=NC(=C1C)C(=O)OC(C)(C)C